1,1',1''-(((nitrilotris(benzene-4,1-diyl))-tris(pyridine-1-ium-4,1-diyl))tris(butane-4,1-diyl))tris(4-meth-ylpyridine-1-ium) N(C1=CC=C(C=C1)C1=CC=[N+](C=C1)CCCC[N+]1=CC=C(C=C1)C)(C1=CC=C(C=C1)C1=CC=[N+](C=C1)CCCC[N+]1=CC=C(C=C1)C)C1=CC=C(C=C1)C1=CC=[N+](C=C1)CCCC[N+]1=CC=C(C=C1)C